ClC=1C(=C(C=CC1)NC1=C(NC2=C1C(NCC2)=O)C2=NC(=NC=C2)NC=2N=NN(C2C)C)OC 3-[(3-chloro-2-methoxyphenyl)amino]-2-{2-[(1,5-dimethyl-1,2,3-triazol-4-yl)amino]pyrimidin-4-yl}-1H,5H,6H,7H-pyrrolo[3,2-c]pyridin-4-one